(4aR,8aR)-6-(3-methoxy-1H-pyrazolo[3,4-b]pyridin-5-yl)-N-(1-methyl-2-oxo-5-(trifluoromethyl)-1,2-dihydropyridin-3-yl)octahydro-1H-pyrido[3,4-b][1,4]oxazine-1-carboxamide COC1=NNC2=NC=C(C=C21)N2C[C@H]1OCCN([C@@H]1CC2)C(=O)NC=2C(N(C=C(C2)C(F)(F)F)C)=O